5-(2-bromo-5-methoxyphenyl)-3-chloro-4-(2,4-difluorophenyl)-1-methyl-2(1H)-pyridinone BrC1=C(C=C(C=C1)OC)C=1C(=C(C(N(C1)C)=O)Cl)C1=C(C=C(C=C1)F)F